1-(4-(6,8-difluoro-7-(2-fluoro-6-hydroxy-phenyl)quinazolin-4-yl)piperazin-1-yl)prop-2-en-1-one FC=1C=C2C(=NC=NC2=C(C1C1=C(C=CC=C1O)F)F)N1CCN(CC1)C(C=C)=O